racemic-N-(8-chloro-5-fluorochroman-4-yl)-3-((4-(5-(pyridin-4-yl)-4H-1,2,4-triazol-3-yl)piperidin-4-yl)amino)benzamide ClC=1C=CC(=C2[C@@H](CCOC12)NC(C1=CC(=CC=C1)NC1(CCNCC1)C1=NN=C(N1)C1=CC=NC=C1)=O)F |r|